2-methoxy-6-morpholino-N-(3-phenylpropyl)-3H-imidazo[4,5-c]Pyridine-3-carboxamide COC1=NC2=C(C=NC(=C2)N2CCOCC2)N1C(=O)NCCCC1=CC=CC=C1